2-Ethylhexyl 3-((5-((S)-6-(((R)-tert-butylsulfinyl)amino)-4,6-dihydrospiro[cyclopenta[d]thiazole-5,4'-piperidine]-1'-yl)pyrazin-2-yl)thio)propanoate C(C)(C)(C)[S@@](=O)N[C@@H]1C2=C(N=CS2)CC12CCN(CC2)C=2N=CC(=NC2)SCCC(=O)OCC(CCCC)CC